C(C)(=O)OCC[C@H](CC[C@H](CCC=C)C(=C)C)C (3S,6S)-3-methyl-6-isopropenyl-9-decen-1-yl acetate